diglyceryl diisostearate C(CCCCCCCCCCCCCCC(C)C)(=O)OCC(O)CO.C(CCCCCCCCCCCCCCC(C)C)(=O)OCC(O)CO